tri-ethyl-silane C(C)[SiH](CC)CC